C(C)(C)(C)OC(=O)N1CC=2N(C(C1)(C)C)N=C(C2C2=CC=NC=C2)C2=CC=C(C=C2)Cl.O2N=NC(=C2)C2CCC=1C(=NC=CC1)O2 OXADIAZOLYL-DIHYDROPYRANO[2,3-B]PYRIDINE tert-butyl-2-(4-chlorophenyl)-7,7-dimethyl-3-(pyridin-4-yl)-6,7-dihydropyrazolo[1,5-a]pyrazine-5(4H)-carboxylate